1,1'-(ethane-1,2-diyl)bis(2-(2,4-difluoro-6-(hydrazinecarbonyl)phenyl)-4-methoxy-1H-benzo[d]imidazole-5-carboxamide) hydrochloride Cl.C(CN1C(=NC2=C1C=CC(=C2OC)C(=O)N)C2=C(C=C(C=C2C(=O)NN)F)F)N2C(=NC1=C2C=CC(=C1OC)C(=O)N)C1=C(C=C(C=C1C(=O)NN)F)F